6-(butoxymethyl)-9,9-dimethyl-2-(piperazin-1-ylmethyl)-9,10-dihydroacridine C(CCC)OCC=1C=C2NC=3C=CC(=CC3C(C2=CC1)(C)C)CN1CCNCC1